FC1=C2C(=NNC2=CC=C1)NC(=O)NC1=NC(=CC=C1)C1=NN=CN1C(C)C 1-(4-fluoro-1H-indazol-3-yl)-3-(6-(4-isopropyl-4H-1,2,4-triazol-3-yl)pyridin-2-yl)urea